C(C)(C)(C)NC(C(C1=CC=C(C=C1)Cl)N1C(C=2N(C=3C=C(C=CC13)Cl)N=C1C=CC=CC12)=O)=O N-tert-butyl-2-(2-chloro-6-oxoindazolo[2,3-a]quinoxalin-5(6H)-yl)-2-(4-chlorophenyl)acetamide